(S)-aziridine-2-carboxaldehyde N1[C@@H](C1)C=O